(1R)-1-cyclopropyl-1-phenylmethanamine C1(CC1)[C@@H](N)C1=CC=CC=C1